ClC1=CC(=C(C=N1)C1=CC=C(N=N1)OC1CCN(CC1)C(=O)OC(C)(C)C)F tert-Butyl 4-((6-(6-chloro-4-fluoropyridin-3-yl)pyridazin-3-yl)oxy)piperidine-1-carboxylate